CN1C(N(CC1)C1=CC=C(N=N1)C(=O)NC([2H])([2H])[2H])=O 6-(3-methyl-2-oxo-imidazolidin-1-yl)-N-(trideuteriomethyl)pyridazine-3-carboxamide